Ethyl 2-[6-(1,1-difluoropropyl)pyridin-3-yl]-5-[({1-[2-fluoro-4-(trifluoromethyl) phenyl]cyclopropyl}carbonyl) amino]-3-methylbenzoate FC(CC)(F)C1=CC=C(C=N1)C1=C(C(=O)OCC)C=C(C=C1C)NC(=O)C1(CC1)C1=C(C=C(C=C1)C(F)(F)F)F